3-Chloro-2-iodo-5-(trifluoromethyl)phenyl dimethylcarbamate CN(C(OC1=C(C(=CC(=C1)C(F)(F)F)Cl)I)=O)C